1-(4-(4-((1-(5-methoxy-2-(1-methyl-1H-pyrazol-4-yl)-4-nitrophenyl)piperidine-4-yl)methyl)piperazin-1-yl)phenyl)dihydropyrimidine-2,4(1H,3H)-dione COC=1C(=CC(=C(C1)N1CCC(CC1)CN1CCN(CC1)C1=CC=C(C=C1)N1C(NC(CC1)=O)=O)C=1C=NN(C1)C)[N+](=O)[O-]